di(eicosyl) ketone C(CCCCCCCCCCCCCCCCCCC)C(=O)CCCCCCCCCCCCCCCCCCCC